N(=C=O)CC(CC[Si](OCC)(OCC)OCC)C 4-isocyanato(3-methylbutyl)triethoxysilane